4,4-bis(oct-7-yn-1-yloxy)butanenitrile C(CCCCCC#C)OC(CCC#N)OCCCCCCC#C